ClC1=CC=C(CNC(=O)NC2CC3(CN(C3)S(=O)(=O)C3=CC(=CC=C3)Cl)C2)C=C1 1-(4-chlorobenzyl)-3-(2-((3-chlorophenyl)sulfonyl)-2-azaspiro[3.3]hept-6-yl)urea